5α-androst-16-ene-3-one C[C@@]12C=CC[C@H]1[C@@H]1CC[C@H]3CC(CC[C@]3(C)[C@H]1CC2)=O